ClC=1C=C(C(=NC1)OC=1C=C(C2=C(N(C(=N2)C(=O)OC)C)C1)F)OCC(F)F Methyl 6-((5-chloro-3-(2,2-difluoroethoxy)pyridin-2-yl)oxy)-4-fluoro-1-methyl-1H-benzo[d]imidazole-2-carboxylate